FC(S(=O)C=1N=C2N(N1)[C@@H](C[C@@H]2F)C2=CC=CC=C2)F |r| Rac-(5s,7s)-2-((difluoromethyl)sulfinyl)-7-fluoro-5-phenyl-6,7-dihydro-5H-pyrrolo[1,2-b][1,2,4]triazole